4-((2s,5r)-2,5-diethyl-4-(4-(trifluoromethyl)phenyl)piperazin-1-yl)-1-methyl-2-oxo-1,2-dihydropyrido[3,2-d]pyrimidine-6-carbonitrile C(C)[C@@H]1N(C[C@H](N(C1)C1=CC=C(C=C1)C(F)(F)F)CC)C=1C2=C(N(C(N1)=O)C)C=CC(=N2)C#N